C(C)(C)(C)OC(=O)N(CCN(C)CC=1C(=NN(C1)C1OCCCC1)C=1C[C@@H](C(CC1)(C)C)C(=O)OC)C methyl (1S)-3-(4-{[(2-{[(tert-butoxy)carbonyl](methyl)amino}ethyl)(methyl) amino]methyl}-1-(oxan-2-yl)-1H-pyrazol-3-yl)-6,6-dimethylcyclohex-3-ene-1-carboxylate